(S)-N-(2-(3-hydroxy-3-methylpyrrolidin-1-yl)-5-(trifluoromethyl)phenyl)-5-(tetrahydro-2H-pyran-4-yl)furan-2-carboxamide O[C@@]1(CN(CC1)C1=C(C=C(C=C1)C(F)(F)F)NC(=O)C=1OC(=CC1)C1CCOCC1)C